3-(4-(1-(2,5-difluorophenyl)piperidin-4-yl)-3-fluorophenyl)piperidine FC1=C(C=C(C=C1)F)N1CCC(CC1)C1=C(C=C(C=C1)C1CNCCC1)F